[Cl-].[Cl-].[Cl-].O1CCCC1.[Cr+3] chromium (iii) tetrahydrofuran trichloride